C(C)(C)(C)OC(=O)N1C[C@@H]([C@H](CC1)C(=O)N1CCN(CC1)C1=CC=C2C(=NN(C2=C1)C)C=1C(=NC(=CC1)OCC1=CC=CC=C1)OCC1=CC=CC=C1)C.NC1CCC(CC1)C(C)(C)C1CCC(CC1)N 2,2-bis(4-aminocyclohexyl)propane tert-butyl-(3R,4S)-4-(4-(3-(2,6-bis(benzyloxy)pyridin-3-yl)-1-methyl-1H-indazol-6-yl)piperazine-1-carbonyl)-3-methylpiperidine-1-carboxylate